C(C)C1=NN(C(=C1NC(=O)C=1C=CN2C3=C(CCC12)C=NC(=N3)NC3=C(C=C(C=C3)N3CCN(CC3)C)OC)CC)CCOCCOC N-[3,5-diethyl-1-[2-(2-methoxyethoxy)ethyl]pyrazol-4-yl]-2-[2-methoxy-4-(4-methylpiperazin-1-yl)anilino]-5,6-dihydropyrimido[4,5-e]indolizine-7-carboxamide